tert-butyl 7-bromoheptanoate BrCCCCCCC(=O)OC(C)(C)C